[3-[2-fluoro-4-(trifluoromethylsulfonimidoyl)benzyl]oxyazetidin-1-yl]-[6-[3-(1-hydroxycyclopropyl)-1H-1,2,4-triazol-5-yl]-2-azaspiro[3.3]heptan-2-yl]methanone FC1=C(COC2CN(C2)C(=O)N2CC3(C2)CC(C3)C3=NC(=NN3)C3(CC3)O)C=CC(=C1)S(=O)(=N)C(F)(F)F